5-[(4Z,5Z)-4-Ethylidene-7-hydroxyocta-5,7-dienyl]benzene-1,3-diol C(/C)=C(\CCCC=1C=C(C=C(C1)O)O)/C=C\C(=C)O